3,4-dihydro-b-carboline oxide C1=[N+](CCC=2C3=CC=CC=C3NC12)[O-]